1-(3-(TERT-BUTYL)-1-METHYL-1H-PYRAZOL-5-YL)-3-(4-((3-CHLORO-1H-PYRROLO[2,3-B]PYRIDIN-4-YL)OXY)-2-FLUOROPHENYL)UREA C(C)(C)(C)C1=NN(C(=C1)NC(=O)NC1=C(C=C(C=C1)OC1=C2C(=NC=C1)NC=C2Cl)F)C